dioxasarin OP(OC(O)C)(F)=O